BrC=1C(=NC(=NC1)NC=1C(=NN(C1)C1CC2CCC(C1)N2C)C)NCCCN2C(CN(CCC2)C)=O 1-(3-((5-bromo-2-((3-methyl-1-(8-methyl-8-azabicyclo[3.2.1]octan-3-yl)-1H-pyrazol-4-yl)amino)pyrimidin-4-yl)amino)propyl)-4-methyl-1,4-diazepan-2-one